FC=1C(=C(C(=C(C1)F)C(C)C)NC(=O)NS(=O)(=O)C1=CC=2CN3CCC(C2O1)CC3)C(C)C N-((3,5-difluoro-2,6-diisopropylphenyl)carbamoyl)-4,6,7,8-tetrahydro-5,8-ethanofuro[3,2-c]azepine-2-sulfonamide